[2-(dimethoxymethyl)-1-hepten-1-yl]-benzene COC(C(=CC1=CC=CC=C1)CCCCC)OC